6-(6-chloro-8-fluoro-4-((S)-2-methylpiperazin-1-yl)-2-(((S)-1-methylpyrrolidin-2-yl)methoxy)quinazolin-7-yl)-4-methyl-5-(trifluoromethyl)pyridin-2-amine ClC=1C=C2C(=NC(=NC2=C(C1C1=C(C(=CC(=N1)N)C)C(F)(F)F)F)OC[C@H]1N(CCC1)C)N1[C@H](CNCC1)C